(S)-N-(5-chloropyridin-2-yl)-2-((R)-3-(6-oxo-1,6-dihydropyridazin-3-yl)piperidin-1-yl)propanamide ClC=1C=CC(=NC1)NC([C@H](C)N1C[C@@H](CCC1)C1=NNC(C=C1)=O)=O